N-(2,6-dimethylpyrimidin-4-yl)-6-[2-methyl-5-[[(1R,5S)-3-oxa-9-azabicyclo[3.3.1]nonan-7-yl]oxy]-4-pyridyl]imidazo[1,2-a]pyrazin-2-amine CC1=NC(=CC(=N1)NC=1N=C2N(C=C(N=C2)C2=CC(=NC=C2OC2C[C@H]3COC[C@@H](C2)N3)C)C1)C